C(C=CCC#N)#N 2-Pentendinitril